N-(2-amino-1-(3-chlorophenyl)ethyl)-1-(2-((2,2-difluorobenzo[d][1,3]dioxol-5-yl)amino)-5-methylpyrimidin-4-yl)-1H-pyrrole-3-carboxamide NCC(C1=CC(=CC=C1)Cl)NC(=O)C1=CN(C=C1)C1=NC(=NC=C1C)NC1=CC2=C(OC(O2)(F)F)C=C1